C(CCN)C[C@@H](C(=O)N[C@@H](CCCN=C(N)N)C(=O)O)NC(=O)[C@H](CCC(=O)N)N The molecule is a tripeptide composed of L-glutamine, L-lysine, and L-arginine units joined in sequence by peptide linkages. It has a role as a metabolite.